ClC=1C=C(CN(C2=CC(=C(C=C2)CO)CC)C)C=CC1Cl (4-((3,4-dichlorobenzyl)(methyl)amino)-2-ethylphenyl)methanol